Tert-butyl (S)-4-((R)-3-((S)-2-amino-3-methoxy-N-methylpropanamido)-3-(4-chlorobenzyl)piperidin-1-yl)-3-(3,3-difluorocyclobutyl)-4-oxobutanoate N[C@H](C(=O)N(C)[C@@]1(CN(CCC1)C([C@@H](CC(=O)OC(C)(C)C)C1CC(C1)(F)F)=O)CC1=CC=C(C=C1)Cl)COC